CN1N=CC=C1NCC1=CC=CC=2NC(=NC21)NC(CO)(C)C2=CC(=CC=C2)C(F)(F)F 2-((4-(((1-methyl-1H-pyrazol-5-yl)amino)methyl)-1H-benzo[d]imidazol-2-yl)amino)-2-(3-(trifluoromethyl)phenyl)propan-1-ol